ethyl 2-(3-(1,3-dioxoisoindolin-2-yl) propyl)-4-methyl-4-nitropentanoate O=C1N(C(C2=CC=CC=C12)=O)CCCC(C(=O)OCC)CC(C)([N+](=O)[O-])C